(R)-N-((3S,4R)-6-cyano-3-hydroxy-2,2-dimethylchroman-4-yl)-4-(4,4-diethyl-2-imino-6-oxotetrahydropyrimidin-1(2H)-yl)chromane-6-carboxamide C(#N)C=1C=C2[C@H]([C@@H](C(OC2=CC1)(C)C)O)NC(=O)C=1C=C2[C@@H](CCOC2=CC1)N1C(NC(CC1=O)(CC)CC)=N